CCCCCCCCCCCCCCCCCCN\\1C2=CC=CC=C2O/C1=C\\C=C\\C3=[N+](C4=CC=CC=C4O3)CCCCCCCCCCCCCCCCCC.[O-]Cl(=O)(=O)=O The molecule is a member of 1,3-benzoxazoles, an organic perchlorate salt and a Cy3 dye. It has a role as a fluorochrome. It contains a diOC18(3)(1+).